C1(CC1)C1=C(N=C2N1C=CC=C2N[C@H]2[C@H](CN(CC2)C)F)C#CCNC2=C(C=C(C(=O)NC)C=C2)OC 4-{[3-(3-cyclopropyl-8-{[(3S,4R)-3-fluoro-1-methylpiperidin-4-yl]amino}imidazo[1,2-a]pyridin-2-yl)prop-2-yn-1-yl]amino}-3-methoxy-N-methylbenzamide